2,3,5,6-tetraethynyl-1,4-difluorobenzene C(#C)C1=C(C(=C(C(=C1C#C)F)C#C)C#C)F